ClC=1C(=NC2=CC=CC=C2N1)C(=O)O 3-chloroquinoxaline-2-carboxylic acid